4-methylthieno[2,3-b]indole-2-carboxylic acid CC1=C2C3=C(NC2=CC=C1)SC(=C3)C(=O)O